4-amino-7-((2R,3R,4S,5R)-3,4-dihydroxy-5-(hydroxymethyl)tetrahydrofuran-2-yl)-7H-pyrrolo[2,3-d]pyrimidine-5-carbothioamide NC=1C2=C(N=CN1)N(C=C2C(N)=S)[C@@H]2O[C@@H]([C@H]([C@H]2O)O)CO